5-(4-((3-ethyl-2,4-dioxo-1,2,3,4-tetrahydrothieno[3,2-d]pyrimidin-6-yl)methylene)piperidin-1-yl)-N,6-dimethylpicolinamide C(C)N1C(NC2=C(C1=O)SC(=C2)C=C2CCN(CC2)C=2C=CC(=NC2C)C(=O)NC)=O